2'-[6-amino-5-(benzyloxy)pyridin-3-yl]-N-cyclobutyl-5',6'-dihydrospiro[pyrrolidine-3,4'-pyrrolo[1,2-b]pyrazole]-1-carboxamide NC1=C(C=C(C=N1)C=1C=C2N(N1)CCC21CN(CC1)C(=O)NC1CCC1)OCC1=CC=CC=C1